6-azaspiro[2.5]octane-1-carboxamidine trifluoroacetate FC(C(=O)O)(F)F.C1(CC12CCNCC2)C(=N)N